OCCC=1N=C(SC1)C hydroxyethyl-methylthiazole